3-[4-[(E)-3-[4-[(1-Methylimidazol-2-yl)methoxy]phenyl]-3-oxoprop-1-enyl]phenoxy]propanoic acid CN1C(=NC=C1)COC1=CC=C(C=C1)C(/C=C/C1=CC=C(OCCC(=O)O)C=C1)=O